1H-PYRROLO[2,3-B]PYRIDINE-3-BORONIC ACID N1C=C(C=2C1=NC=CC2)B(O)O